3-(3-(hydroxymethyl)-4-methylphenyl)propanoic acid ethyl ester C(C)OC(CCC1=CC(=C(C=C1)C)CO)=O